S1C(=NC2=C1C=CC=C2)C2=CC=C(C=C2)NC2=NC(=NC(=N2)Cl)Cl N-[4-(1,3-benzothiazol-2-yl)phenyl]-4,6-dichloro-1,3,5-triazin-2-amine